N-isobutyl-1H-pyrazolo[4,3-c]pyridine-7-carboxamide C(C(C)C)NC(=O)C=1C2=C(C=NC1)C=NN2